C(C1=CC=CC=C1)OC(C(F)(F)F)(C)C1=NN(C2=CC(=CC=C12)CC(=O)O)CC1=CC=C(C=C1)OC 2-[3-(1-Benzyloxy-2,2,2-trifluoro-1-methyl-ethyl)-1-[(4-methoxyphenyl)methyl]indazol-6-yl]acetic acid